O[C@@H]1C[C@@H](O[C@]1(C)CO)N1C(NC(C(=C1)C)=O)=O 1-((2R,4R,5R)-4-hydroxy-5-(hydroxymethyl)-5-methyltetrahydrofuran-2-yl)-5-methylpyrimidine-2,4(1H,3H)-dione